FC1=C(C(=C2C=CN(C2=C1)S(=O)(=O)C1=CC=C(C)C=C1)CO)SC1=CC(=C(C=C1)F)C1=NNC=C1 (6-fluoro-5-((4-fluoro-3-(1H-pyrazol-3-yl)phenyl)thio)-1-tosyl-1H-indol-4-yl)methanol